methacrylic acid-1,1,1-trifluoro-2-hydroxy-2-trifluoromethyl-6-methyl-4-heptyl ester FC(C(CC(CC(C)C)OC(C(=C)C)=O)(C(F)(F)F)O)(F)F